Racemic-3-(isoquinolin-4-yl)-1-(2-methoxy-5-(trifluoromethyl)pyridin-3-yl)-2-oxoimidazolidine-4-carbonitrile C1=NC=C(C2=CC=CC=C12)N1C(N(C[C@@H]1C#N)C=1C(=NC=C(C1)C(F)(F)F)OC)=O |r|